4-amino-3,6-dichloropyridine-2-carboxylate NC1=C(C(=NC(=C1)Cl)C(=O)[O-])Cl